tert-butyl 4-(4-amino-6-(4-chlorophenyl)-1H-pyrazolo[3,4-d]pyrimidin-1-yl)piperidine-1-carboxylate NC1=C2C(=NC(=N1)C1=CC=C(C=C1)Cl)N(N=C2)C2CCN(CC2)C(=O)OC(C)(C)C